3-{2-chloro-3-[(2-chloro-6-oxocyclohex-1-enyl)carbonyl]-6-(methylsulfonyl)benzyl}-5-methyl-1,3,4-oxadiazol ClC1=C(CN2COC(=N2)C)C(=CC=C1C(=O)C1=C(CCCC1=O)Cl)S(=O)(=O)C